1-acetyl-3-((4-chlorophenyl)(hydroxy)methylene)-5-nitroindol-2-one C(C)(=O)N1C(C(C2=CC(=CC=C12)[N+](=O)[O-])=C(O)C1=CC=C(C=C1)Cl)=O